E-2-bromo-4-((tetrahydro-2H-pyran-2-yl-oxy)methyl)-benzyl alcohol BrC1=C(CO)C=CC(=C1)COC1OCCCC1